9,10-difluoro-6-({[(2-fluorophenyl)methyl][(3S)-1-(6-nitropyridin-3-yl)Hexahydropyridin-3-yl]amino}methyl)-3,7-dihydro-2H-[1,4]oxazino[2,3,4-ij]quinolin-7-one FC=1C=C2C(C(=CN3C2=C(C1F)OCC3)CN([C@@H]3CN(CCC3)C=3C=NC(=CC3)[N+](=O)[O-])CC3=C(C=CC=C3)F)=O